O=C1C2=C(C(C=3C=CC=CC13)=O)CCC(CC2)CC(=O)OCC Ethyl 2-(5,11-dioxo-6,7,8,9,10,11-hexahydro-5H-cyclohepta[b]naphthalen-8-yl)acetate